tert-butyl (1S,6S)-5-(7-ethyl-3-(methylthio)-5-oxo-5,8-dihydropyrido[3,2-e][1,2,4]triazin-6-yl)-2,5-diazabicyclo[4.2.0]octane-2-carboxylate C(C)C1=C(C(C=2N=C(N=NC2N1)SC)=O)N1CCN([C@H]2CC[C@H]12)C(=O)OC(C)(C)C